O=S1(CCN(CC1)C(=O)C1CN(CC(C1)C1=CC=CC=C1)S(=O)(=O)C=1C=C(C=CC1)C(C)=O)=O 1-(3-((3-(1,1-dioxidothiomorpholine-4-carbonyl)-5-phenylpiperidin-1-yl)sulfonyl)phenyl)ethan-1-one